ClC=1C=C(C=CC1F)NC(=O)C1=C(N=CN1C)C1CC2CC(CC2C1)(CO)O N-(3-Chloro-4-fluorophenyl)-4-(5-hydroxy-5-(hydroxymethyl)octahydro-pentalen-2-yl)-1-methyl-1H-imidazole-5-carboxamide